3-[4-[(5-iodo-2-chlorophenyl)methyl]phenoxy]tetrahydrofuran IC=1C=CC(=C(C1)CC1=CC=C(OC2COCC2)C=C1)Cl